C(=C\C\C=C\CC)/C=1SC=CC1 2-((1e,4e)-hept-1,4-dien-1-yl)thiophene